C(C)S(=O)(=O)C=1C=C(C=NC1C=1OC2=C(N1)C=C(C=C2)SC(F)(F)F)N(C(C)=O)C N-[5-ethylsulfonyl-6-[5-(trifluoromethylsulfanyl)-1,3-benzoxazol-2-yl]-3-pyridinyl]-N-methyl-acetamide